decyl β-D-glucopyranoside O([C@H]1[C@H](O)[C@@H](O)[C@H](O)[C@H](O1)CO)CCCCCCCCCC